[1,3-bis(2,6-diisopropylphenyl)imidazol-2-ylidene](3-chloropyridyl)palladium (II) chloride C(C)(C)C1=C(C(=CC=C1)C(C)C)N1C(N(C=C1)C1=C(C=CC=C1C(C)C)C(C)C)=[Pd-2](C1=NC=CC=C1Cl)Cl